C(C#CC)OC(C(=CC1=CC=C(C=C1)OC)C1=CC=CC=C1)=C1SCCCS1 (1-(But-2-yn-1-yloxy)-3-(4-methoxyphenyl)-2-PHENYLALLYLIDENE)-1,3-dithiane